(2,2-dichlorocyclopropyl)methylamine ClC1(C(C1)CN)Cl